tert-butyl N-[2-bromo-4-[(4-methoxyphenyl)methyl-methyl-sulfamoyl]phenyl]-N-[5-(trifluoromethyl)-2-pyridyl]carbamate BrC1=C(C=CC(=C1)S(N(C)CC1=CC=C(C=C1)OC)(=O)=O)N(C(OC(C)(C)C)=O)C1=NC=C(C=C1)C(F)(F)F